N-(3-(((2-((4-Hydroxy-2-methylphenyl)amino)-5-(trifluoromethyl)pyrimidin-4-yl)amino)methyl)phenyl)-N-methylmethanesulfonamide OC1=CC(=C(C=C1)NC1=NC=C(C(=N1)NCC=1C=C(C=CC1)N(S(=O)(=O)C)C)C(F)(F)F)C